NC1=NC=C(C2=C1C(=NN2[C@@H]2CN(CC2)C(C(=C)F)=O)C#CC2=CC(=CC(=C2)OC)OC)C (S)-1-(3-(4-amino-3-((3,5-dimethoxyphenyl)ethynyl)-7-methyl-1H-pyrazolo[4,3-c]pyridin-1-yl)pyrrolidin-1-yl)-2-fluoroprop-2-en-1-one